2-(hydroxyimino)-2-(o-tolyl)acetic acid ON=C(C(=O)O)C1=C(C=CC=C1)C